Br\C(\C(=O)O)=C\C1=CC(=C(C(=C1)OC)OC)OC (E)-2-bromo-3-(3,4,5-trimethoxyphenyl)acrylic acid